C(C)[C@H](C(=O)N)N1C(CCC1)=O (R)-(+)-alpha-ethyl-2-oxo-1-pyrrolidineacetamide